benzyl 4,6-dichloro-2-methylpyrimidine-5-carboxylate ClC1=NC(=NC(=C1C(=O)OCC1=CC=CC=C1)Cl)C